7-(2-(6-chloropyridin-3-yl)-5-(4-(trifluoromethyl)phenyl)oxazol-4-yl)-1,7-naphthyridin-8(7H)-one hydrochloride Cl.ClC1=CC=C(C=N1)C=1OC(=C(N1)N1C=CC=2C=CC=NC2C1=O)C1=CC=C(C=C1)C(F)(F)F